5-((2,4-dichloropyrimidin-5-yl)methyl)-4-methyloxazole ClC1=NC=C(C(=N1)Cl)CC1=C(N=CO1)C